(1S,3S)-3-((6-(5-(((benzyloxy)carbonyl)amino)-1-methyl-1H-1,2,3-triazol-4-yl)-2-methylpyridin-3-yl)oxy)cyclohexane-1-carboxylic acid C(C1=CC=CC=C1)OC(=O)NC1=C(N=NN1C)C1=CC=C(C(=N1)C)O[C@@H]1C[C@H](CCC1)C(=O)O